FC=1C=C(C=C(C1)F)NC1=NS(C2=C1C=C(C=C2)C#N)(=O)=O 3-((3,5-difluorophenyl)amino)-5-cyanobenzo[d]isothiazole 1,1-dioxide